CCO[Si](CCCOC1=CC(=C(C=C1)C(=O)C2=CC=CC=C2)O)(OCC)OCC 2-hydroxy-4-(3-triethoxysilylpropoxy)diphenylketone